2,4-dihydro-2-pentyl-3H-1,2,4-triazol-3-one C(CCCC)N1N=CNC1=O